C(C)(C)(C)OC(=O)NC(CCCOC=1C(=C(C=C(C1)C)CCCC(=O)O)F)C(N)=O 4-[3-[(2S)-4-[(tert-butoxycarbonyl)amino]-4-carbamoylbutoxy]2-fluoro-5-methylphenyl]butanoic acid